CN(C)CC1=NC2=CC(=CC=C2C(=C1C(=O)NCC1=CC(=CC=C1)F)C)C(F)(F)F 2-(dimethylaminomethyl)-N-[(3-fluorophenyl)-methyl]-4-methyl-7-(trifluoromethyl)-quinoline-3-carboxylic acid amide